4-((10-(4-(3-((1-(3-amino-6-(2-hydroxyphenyl)pyridazin-4-yl)azetidin-3-yl)oxy)phenyl)piperazin-1-yl)-10-oxodecyl)amino)-2-(2,6-dioxopiperidin-3-yl)isoindoline-1,3-dione NC=1N=NC(=CC1N1CC(C1)OC=1C=C(C=CC1)N1CCN(CC1)C(CCCCCCCCCNC1=C2C(N(C(C2=CC=C1)=O)C1C(NC(CC1)=O)=O)=O)=O)C1=C(C=CC=C1)O